[Ta].[B].[Co].[Fe] iron cobalt boron tantalum